ClC1=C(C=NNC(N)=N)C=CC=C1Cl 2-(2,3-dichlorobenzylidene)hydrazine-carboximidamide